{(9-benzyl-1,5,9-triazacyclododecane-1,5-diyl)bis[methylene(2-hydroxy-5-methyl-3,1-phenylene)methyleneazanediylmethylene]}bis(phosphonic acid) C(C1=CC=CC=C1)N1CCCN(CCCN(CCC1)CC=1C(=C(C=C(C1)C)CNCP(O)(O)=O)O)CC=1C(=C(C=C(C1)C)CNCP(O)(O)=O)O